4-(5-(2,6-dimethylphenoxy)-1-(1-methylazetidin-3-yl)-2-oxo-1,2-dihydropyridin-4-yl)-6-methyl-1,6-dihydro-7H-pyrrolo[2,3-c]pyridin-7-one CC1=C(OC=2C(=CC(N(C2)C2CN(C2)C)=O)C=2C3=C(C(N(C2)C)=O)NC=C3)C(=CC=C1)C